ClC=1C=C(C(=NC1)CN1N=C2N(C(=CC=C2C(F)(F)F)C(=O)N2C[C@H]([C@H](C2)F)F)C1=O)F 2-[(5-chloro-3-fluoropyridin-2-yl)methyl]-5-{[(3R,4S)-3,4-difluoropyrrolidin-1-yl]carbonyl}-8-(trifluoromethyl)[1,2,4]triazolo[4,3-a]pyridin-3(2H)-one